C(=O)(OC(C)(C)C)N1C[C@@H](CCC1)N |r| (R/S)-1-Boc-3-aminopiperidine